ClC1=CC(=C(C=C1)N(S(=O)(=O)C1=CC=C(C=C1)C)CC(=C)C)C(=C)C1=CC=CC=C1 N-(4-chloro-2-(1-phenylvinyl)phenyl)-4-methyl-N-(2-methylallyl)benzenesulfonamide